BrC1=C(C=NN1CCF)C(=O)OCC ethyl 5-bromo-1-(2-fluoroethyl)-1H-pyrazole-4-carboxylate